ClC=1C(NN=CC1N1CC=2N(CC1)C(=CN2)C(C)C2=C(C=C(C=C2)F)Cl)=O 4-Chloro-5-(3-(1-(2-chloro-4-fluorophenyl)ethyl)-5,6-dihydroimidazo[1,2-a]pyrazin-7(8H)-yl)pyridazin-3(2H)-one